3-(5-(2-(1H-Imidazol-1-yl)acetyl)-2-isopropoxyphenyl)-2-((3-oxa-7,9-diazabicyclo[3.3.1]nonan-9-yl)methyl)quinazolin-4(3H)-one hydrochloride Cl.N1(C=NC=C1)CC(=O)C=1C=CC(=C(C1)N1C(=NC2=CC=CC=C2C1=O)CN1C2COCC1CNC2)OC(C)C